N1=CC=CC2=CC=CC(=C12)N[C@H]1CN(CC1)C(=O)OC(C)(C)C tert-butyl (R)-3-(quinolin-8-ylamino)pyrrolidine-1-carboxylate